O1C(CC1)COC1=NOC(=C1)C(=O)O 3-(oxetan-2-ylmethoxy)isoxazole-5-carboxylic acid